BrC1=C(C=C(C=C1)C1=C(C(=NN1C1=C(C=C(C=C1)[N+](=O)[O-])C)NC(C)(C)C)C(=O)O)OC 5-(4-bromo-3-methoxy-phenyl)-3-(tert-butylamino)-1-(2-methyl-4-nitro-phenyl)pyrazole-4-carboxylic acid